4-bromo-2,6-difluoro-thiophenol BrC1=CC(=C(C(=C1)F)S)F